[C@H]12CN(C[C@H](CC1)N2)C=2C1=C(N=C(N2)OCC23CCCN3CCC2)C=C(C=N1)C1=CC(=CC2=CC=C(C(=C12)C#C)F)O 4-(4-((1R,5S)-3,8-Diazabicyclo[3.2.1]octan-3-yl)-2-((tetrahydro-1H-pyrrolizin-7a(5H)-yl)methoxy)pyrido[3,2-d]pyrimidin-7-yl)-5-ethynyl-6-fluoronaphthalen-2-ol